2-(3-fluoro-5-methoxyphenyl)-1-((1r,3r)-3-(methylcarbamoyl)cyclobutyl)-N-(3-(4-phenylpiperazin-1-yl)propyl)-1H-benzo[d]imidazole-6-carboxamide FC=1C=C(C=C(C1)OC)C1=NC2=C(N1C1CC(C1)C(NC)=O)C=C(C=C2)C(=O)NCCCN2CCN(CC2)C2=CC=CC=C2